C(C)N(CC)CC.[N] Nitrogen triethylamine